2-(5-chloro-2-methylbenzoxazol-6-yl)-4,4,5,5-tetramethyl-1,3,2-dioxaborolan ClC=1C(=CC2=C(N=C(O2)C)C1)B1OC(C(O1)(C)C)(C)C